FC1=C(C(=NC=C1)OC)CNC(OC(C)(C)C)=O tert-butyl ((4-fluoro-2-methoxypyridin-3-yl)methyl)carbamate